CC(CO)(CO)[N+](=O)[O-] 2-methyl-2-nitro-1,3-propanediol